C1(CC1)OC1=CC=C2C(=C(C(OC2=C1)=O)CC1=C(C(=NC=C1)NS(NC)(=O)=O)F)C 7-cyclopropoxy-3-({3-fluoro-2-[(methylsulfamoyl)amino]pyridin-4-yl}methyl)-4-methylchromen-2-one